5,7-dichloro-N-[(2S)-1-({(1S)-1-cyano-2-[(3S)-2-oxopyrrolidin-3-yl]ethyl}amino)-4-methyl-1-oxopentan-2-yl]-1H-indole-2-carboxamide ClC=1C=C2C=C(NC2=C(C1)Cl)C(=O)N[C@H](C(=O)N[C@@H](C[C@H]1C(NCC1)=O)C#N)CC(C)C